ClC1=CC=C(C=C1)C#CC1=C(C=CC=C1)[N+](=O)[O-] 1-((4-chlorophenyl)ethynyl)-2-nitrobenzene